ClC1=CC(=C(C=C1Cl)NC(=S)N1C2CCC1CC=1C(=NC=CC12)F)F (±)-N-(4,5-dichloro-2-fluorophenyl)-1-fluoro-6,7,8,9-tetrahydro-5H-5,8-epiminocyclohepta[c]pyridine-10-carbothioamide